C1(CC1)S(=O)(=O)NC=1C=CC(=NC1)[C@@H](CC)NC(=O)C=1SC(=NN1)C1=NC(=CN=C1)OCC (R)-N-(1-(5-(cyclopropanesulfonamido)pyridin-2-yl)propyl)-5-(6-ethoxypyrazin-2-yl)-1,3,4-thiadiazole-2-carboxamide